FC(COC=1C=C(C=CC1)CC(=O)C1=C(C=CC=C1)C(C)C)(C(C)(C)C)F 2-(3-(2,2-difluoro-3,3-dimethylbutoxy)phenyl)-1-(2-isopropylphenyl)ethan-1-one